2-(Ethyl-(isopropyl)amino)-6-formylpyrimidine-4-carboxylic acid ethyl ester C(C)OC(=O)C1=NC(=NC(=C1)C=O)N(C(C)C)CC